3-diphenylphosphanylpropyl(di-phenyl)phosphane C1(=CC=CC=C1)P(CCCP(C1=CC=CC=C1)C1=CC=CC=C1)C1=CC=CC=C1